O1C(COCC1)COC1=NC(N2C(C3=CC=C(C=C3CC2)C=2C=NC=CC2)=C1)=O 2-([1,4]Dioxan-2-ylmethoxy)-9-pyridin-3-yl-6,7-dihydro-pyrimido[6,1-a]isoquinolin-4-one